(2,6-dimethyl-4-(4,4,5,5-tetramethyl-1,3,2-dioxaborolan-2-yl)benzyl)cyclopropanesulfonamide CC1=C(CC2(CC2)S(=O)(=O)N)C(=CC(=C1)B1OC(C(O1)(C)C)(C)C)C